ClC=1C=C2C(=NC1)C=C(N2)C2=CC(=C(C#N)C=C2)OC 4-(6-chloro-1H-pyrrolo[3,2-b]pyridin-2-yl)-2-methoxy-benzonitrile